ClC1=CC(=C(C=N1)C1=NC=C(C=C1)OC1CCN(CC1)CCF)NC1CCC(CC1)(O)C (1s,4s)-4-((6'-chloro-5-((1-(2-fluoroethyl)piperidin-4-yl)oxy)-[2,3'-bipyridin]-4'-yl)amino)-1-methylcyclohexan-1-ol